1-(4-aminobutyl)-3-(4-methyl-2-(piperidin-1-yl)quinolin-6-yl)thiourea NCCCCNC(=S)NC=1C=C2C(=CC(=NC2=CC1)N1CCCCC1)C